[Pd+2].C1(=CC=CC=C1)P(C1=CC=CC=C1)C1=CC=CC=C1.C1(=CC=CC=C1)P(C1=CC=CC=C1)C1=CC=CC=C1 bis(triphenylphosphine) palladium (2+)